2-methylsulfanyl-1,4-dihydroimidazol-5-one CSC=1NC(CN1)=O